C(C)(C)(C)OC(C(CP(=O)CCOC(C)(C)C)C)=O 3-(tert-butoxyethylphosphinyl)-2-methyl-propionic acid tert-butyl ester